COC=1C(=C2C=CNC2=C(C1)C)CN1[C@@H](C[C@H](CC1)N1CC(C1)S(=O)(=O)C)C1=CC=C(C(=O)O)C=C1 4-((2S,4S)-1-((5-methoxy-7-methyl-1H-indol-4-yl)methyl)-4-(3-(methylsulfonyl)azetidin-1-yl)piperidin-2-yl)benzoic acid